N-(2-(1-(4-amino-3-(4-((5-fluoro-2-methoxybenzamido)methyl)phenyl)-1H-pyrazolo[3,4-d]pyrimidin-1-yl)cyclobutyl)ethyl)-N-methyl-1H-1,2,4-triazole-1-carboxamide NC1=C2C(=NC=N1)N(N=C2C2=CC=C(C=C2)CNC(C2=C(C=CC(=C2)F)OC)=O)C2(CCC2)CCN(C(=O)N2N=CN=C2)C